GERANYLBUTYRAT C(\C=C(/C)\CCC=C(C)C)OC(CCC)=O